[5-(2,2-difluoroethyl)-4,6-dimethoxy-pyrimidin-2-yl]-7-pyridazin-3-yl-1H-indole-3-sulfonamide FC(CC=1C(=NC(=NC1OC)N1C=C(C2=CC=CC(=C12)C=1N=NC=CC1)S(=O)(=O)N)OC)F